BrC=1C=CC2=C(C(=NCC(N2)=S)C2=NC=CC=C2Cl)C1Cl 7-bromo-6-chloro-5-(3-chloro-2-pyridyl)-1,3-dihydro-1,4-benzodiazepine-2-thione